6-{[2-(2-bromo-1,3-thiazol-4-yl)-2-propanyl]oxy}-1-hexanol BrC=1SC=C(N1)C(C)(C)OCCCCCCO